6-amino-4-methoxy-1',2',3',6'-tetrahydro-[3,4'-bipyridine]-1'-formic acid tert-butyl ester C(C)(C)(C)OC(=O)N1CCC(=CC1)C=1C=NC(=CC1OC)N